NCCC[Si](OCCCCCCCCCCCCCC)(OCCCCCCCCCCCCCC)OCCCCCCCCCCCCCC 3-Aminopropyl-(tritetradecanoxysilan)